CN1N=C(C2=NC(=CC(=C21)C2(CC2)C#N)N2[C@@H](COCC2)C)C2=NN(C=C2)C2OCCCC2 1-(1-Methyl-5-((R)-3-methylmorpholino)-3-(1-(tetrahydro-2H-pyran-2-yl)-1H-pyrazol-3-yl)-1H-pyrazolo[4,3-b]pyridin-7-yl)cyclopropanecarbonitrile